(2S,4R)-1-((S)-2-(8-aminooctanamido)-3,3-dimethylbutanoyl)-4-hydroxy-N-(4-(4-methylthiazol-5-yl)benzyl)pyrrolidine-2-carboxamide NCCCCCCCC(=O)N[C@H](C(=O)N1[C@@H](C[C@H](C1)O)C(=O)NCC1=CC=C(C=C1)C1=C(N=CS1)C)C(C)(C)C